tert-butyl (2R,3S)-2-[[tert-butyl(diphenyl)silyl]oxymethyl]-5-hydroxy-3-isopropyl-pyrrolidine-1-carboxylate [Si](C1=CC=CC=C1)(C1=CC=CC=C1)(C(C)(C)C)OC[C@@H]1N(C(C[C@H]1C(C)C)O)C(=O)OC(C)(C)C